sodium 4-((4-((5-carboxypentyl)oxy)phenyl)(pyridin-2-yl)methyl)phenyl sulfate S(=O)(=O)(OC1=CC=C(C=C1)C(C1=NC=CC=C1)C1=CC=C(C=C1)OCCCCCC(=O)O)[O-].[Na+]